3-(2-nitrovinyl)-1H-pyrazole [N+](=O)([O-])C=CC1=NNC=C1